13-amino-5,8,11-trioxa-2-azatridecanoic acid-1,1-dimethylethyl ester CC(C)(C)OC(NCCOCCOCCOCCN)=O